5-(4-fluorophenyl)-1-(2-hydroxyethyl)-4-oxo-1,4-dihydropyridine-3-carboxamide FC1=CC=C(C=C1)C=1C(C(=CN(C1)CCO)C(=O)N)=O